Methyl-1-{2-[(3S,4R)-1-[(3R,4R)-1-cyclopentyl-3-fluoro-4-(4-methoxyphenyl)pyrrolidin-3-carbonyl]-4-(methoxymethyl)pyrrolidin-3-yl]-5-(trifluoromethyl)phenyl}piperidin-4-carboxylat COC(=O)C1CCN(CC1)C1=C(C=CC(=C1)C(F)(F)F)[C@H]1CN(C[C@@H]1COC)C(=O)[C@@]1(CN(C[C@H]1C1=CC=C(C=C1)OC)C1CCCC1)F